C(C)(=O)N[C@H]1C(O)O[C@@H]([C@H]([C@@H]1O)O)CO anti-N-acetyl-glucosamine